[Cl-].C(C)[N+]1(C=C(C=C1)C)C 1-ethyl-1,3-dimethyl-pyrrolium chloride